C(C)(C)(C)C1(N(CCSC1)C(=O)OCC(C)(NC)C)C1=CC(=CC(=C1)B1OC(C(O1)(C)C)(C)C)Cl 2-methyl-2-(methylamino)propan-1-ol tert-butyl-3-(3-chloro-5-(4,4,5,5-tetramethyl-1,3,2-dioxaborolan-2-yl)phenyl)thiomorpholine-4-carboxylate